8-[(2,6-dichloro-4-pyridinyl)methoxy]-4-[(2R)-3-(3,4-dihydro-1H-isoquinolin-2-yl)-2-hydroxy-propyl]-2,3-dihydro-1,4-benzoxazepin-5-one ClC1=NC(=CC(=C1)COC1=CC2=C(C(N(CCO2)C[C@@H](CN2CC3=CC=CC=C3CC2)O)=O)C=C1)Cl